2-(4,5-dichloro-6-oxopyridazin-1(6H)-yl)-N-(3-(N-(2-hydroxyethyl)-N-methylsulfamoyl)-4-methylphenyl)acetamide ClC=1C=NN(C(C1Cl)=O)CC(=O)NC1=CC(=C(C=C1)C)S(N(C)CCO)(=O)=O